8-((4-((5-Cyclopropyl-3-(3,5-dichloropyridin-4-yl)isoxazol-4-yl)methoxy)bicyclo[2.2.2]octan-1-yl)methoxy)chinolin C1(CC1)C1=C(C(=NO1)C1=C(C=NC=C1Cl)Cl)COC12CCC(CC1)(CC2)COC=2C=CC=C1C=CC=NC21